Racemic-DiaminoCyclohexane NC1(CCCCC1)N